N1=C(C=CC=C1)N(CCN=C)C1=NC=CC=C1 N,N-dipyridyl-methyleneethylenediamine